N-[(1R,3S)-3-{[6-chloro-2-(trifluoromethyl)quinolin-4-yl]amino}cyclohexyl]-1-(2,2-difluorocyclopropyl)-1H-pyrazole-4-carboxamide ClC=1C=C2C(=CC(=NC2=CC1)C(F)(F)F)N[C@@H]1C[C@@H](CCC1)NC(=O)C=1C=NN(C1)C1C(C1)(F)F